(S)-6-(((tert-butyldimethylsilyl)oxy)methyl)-5-azaspiro[2.5]octane [Si](C)(C)(C(C)(C)C)OC[C@H]1NCC2(CC2)CC1